N-[(2E)-5-chloro-4-Methoxy-1-methylpyridin-2(1H)-ylidene]-1,3-dimethylazetidine-3-carboxamide ClC=1C(=C/C(/N(C1)C)=N\C(=O)C1(CN(C1)C)C)OC